BrCC1=C(C=C(C=C1)Cl)Cl (Bromomethyl)-2,4-dichlorobenzene